C(C)(C)(C)OC(=O)N1CC2(CC2C#N)C1 1-cyano-5-azaspiro[2.3]hexane-5-carboxylic acid tert-butyl ester